tert-butyl-3-(5-bromopentyl)-2-oxo-2,3-dihydro-1H-imidazole-1-carboxylate C(C)(C)(C)OC(=O)N1C(N(C=C1)CCCCCBr)=O